FC(C1=C(C=2N=C(N=C(C2S1)N1[C@@H](COCC1)C)C1=C2C(=NC=C1)NC=C2)C(C)S(=O)(=O)C)F (3R)-4-(6-(difluoromethyl)-7-(1-(methylsulfonyl)ethyl)-2-(1H-pyrrolo[2,3-b]pyridin-4-yl)thieno[3,2-d]pyrimidin-4-yl)-3-methylmorpholine